tert-butyl 6-diphenoxyphosphoryloxy-3-methyl-3,4-dihydro-2H-pyridine-1-carboxylate O(C1=CC=CC=C1)P(=O)(OC1=CC=CC=C1)OC1=CCC(CN1C(=O)OC(C)(C)C)C